7-amino-3-chloro-5-((2-(1-(2-hydroxyethyl)-2-oxo-1,2-dihydropyridin-3-yl)ethyl)amino)-2-methylpyrazolo[1,5-a]pyrimidine-6-carbonitrile NC1=C(C(=NC=2N1N=C(C2Cl)C)NCCC=2C(N(C=CC2)CCO)=O)C#N